1-{5-chloro-2-[methyl(pyrrolidin-3-yl)amino]pyrimidin-4-yl}-N-(2-{imidazo[1,2-a]pyridin-3-yl}propan-2-yl)azetidine-3-carboxamide ClC=1C(=NC(=NC1)N(C1CNCC1)C)N1CC(C1)C(=O)NC(C)(C)C1=CN=C2N1C=CC=C2